BrC1=C(C=C(C=C1F)F)NC(CC(OC)OC)=O N-(2-bromo-3,5-difluorophenyl)-3,3-dimethoxypropanamide